O=C1NC(CCC1C=1C=C(C=CC1)NS(=O)(=O)C1=CC(=CC=C1)[N+](=O)[O-])=O N-(3-(2,6-dioxopiperidin-3-yl)phenyl)-3-nitrobenzenesulfonamide